O[C@@H](C(=O)O)CC (D)-alpha-hydroxybutyric acid